1-[2-(2-Chloro-5-fluoro-3-pyridinyl)-6-[5-[(6-methylpyridazin-3-yl)amino]benzimidazol-1-yl]-3-pyridinyl]ethanol ClC1=NC=C(C=C1C1=NC(=CC=C1C(C)O)N1C=NC2=C1C=CC(=C2)NC=2N=NC(=CC2)C)F